2-((2-(2-(difluoromethoxy)-7-methylquinoxalin-5-yl)-4-methylbenzo[d]thiazol-6-yl)oxy)ethanamine hydrochloride Cl.FC(OC1=NC2=CC(=CC(=C2N=C1)C=1SC2=C(N1)C(=CC(=C2)OCCN)C)C)F